(2-(Benzyloxy)-4-methyl-6-propylpyridin-3-yl)methanol C(C1=CC=CC=C1)OC1=NC(=CC(=C1CO)C)CCC